tert-butyl (2-(2-(2-(2-(2-(4-(4-acryloylpiperazin-1-yl)-6-chloro-8-fluoroquinazolin-7-yl)-3-fluorophenoxy)ethoxy)ethoxy)ethoxy)ethyl)carbamate C(C=C)(=O)N1CCN(CC1)C1=NC=NC2=C(C(=C(C=C12)Cl)C1=C(OCCOCCOCCOCCNC(OC(C)(C)C)=O)C=CC=C1F)F